C(C=C)(=O)N1C[C@@H](N(C[C@H]1C)C1=NC(N2C3=C(C(=C(C=C13)Cl)C1=C(C=C(C=C1)F)F)OC[C@H]2COC2CCN(CC2)C)=O)C (3R)-7-((2S,5R)-4-acryloyl-2,5-dimethylpiperazin-1-yl)-9-chloro-10-(2,4-difluorophenyl)-3-(((1-methylpiperidin-4-yl)oxy)methyl)-2,3-dihydro-5H-[1,4]oxazino[2,3,4-ij]quinazolin-5-one